C(C)(C)(C)OC(=O)N1C[C@H]([C@@H](CC1)NC1=CC=C2C(=NN(C2=C1)C)C(C)(CCC(=O)OC(C)(C)C)C#N)C.COC1=C(C=C(C2=CC=CC=C12)OC)C 1,4-dimethoxy-2-methyl-naphthalene tert-butyl-(3R,4R)-4-((3-(5-(tert-butoxy)-2-cyano-5-oxopentan-2-yl)-1-methyl-1H-indazol-6-yl)amino)-3-methylpiperidine-1-carboxylate